1-(4-bromo-2-chloro-6-fluorophenyl)ethan-1-one BrC1=CC(=C(C(=C1)F)C(C)=O)Cl